(R)-(5-cyclobutyl-1,3,4-oxadiazol-2-yl)(4-(pyrazolo[1,5-a]pyridin-2-yl)-6,7-dihydro-1H-imidazo[4,5-c]pyridin-5(4H)-yl)methanone C1(CCC1)C1=NN=C(O1)C(=O)N1[C@H](C2=C(CC1)NC=N2)C2=NN1C(C=CC=C1)=C2